5-chloro-N2-(2-isopropoxy-5-methyl-4-(1,2,2,6,6-penta-methyl-1,2,3,6-tetrahydropyridin-4-yl)phenyl)-N4-(2-(isopropylsulfonyl)phenyl)pyrimidine-2,4-diamine ClC=1C(=NC(=NC1)NC1=C(C=C(C(=C1)C)C=1CC(N(C(C1)(C)C)C)(C)C)OC(C)C)NC1=C(C=CC=C1)S(=O)(=O)C(C)C